ClC1=C(C=C(C=C1)CN)F (4-chloro-3-fluorophenyl)-methanamine